FC(C=1C=C2C=NC(=NC2=C(C1)N1CC2(CN(C2)C(=O)OC(C)(C)C)C(C1)(F)F)N[C@H]1[C@@H](COCC1)O)F |r| racemic-tert-butyl 6-(6-(difluoromethyl)-2-(((3S,4R)-3-hydroxytetrahydro-2H-pyran-4-yl)amino)quinazolin-8-yl)-8,8-difluoro-2,6-diazaspiro[3.4]octane-2-carboxylate